N(=C=O)C1=C(C=C(C#N)C=C1C(C)C)C(C)C 4-isocyanato-3,5-diisopropyl-benzonitrile